ClC=1N=C(C2=C(N1)C(=C(N=C2)Cl)F)N2CC1(CCC(C2)N1C(=O)OC(C)(C)C)COC tert-butyl 3-(2,7-dichloro-8-fluoro-pyrido[4,3-d]pyrimidin-4-yl)-1-(methoxymethyl)-3,8-diazabicyclo[3.2.1]octane-8-carboxylate